5-acetyl-4-oxo-1-[4-(trifluoromethoxy)phenyl]quinoline-3-carboxylic acid C(C)(=O)C1=C2C(C(=CN(C2=CC=C1)C1=CC=C(C=C1)OC(F)(F)F)C(=O)O)=O